N-[3-(azepan-1-yl)-4-(hydrazinocarbonyl)phenyl]cyclopropanecarboxamide N1(CCCCCC1)C=1C=C(C=CC1C(=O)NN)NC(=O)C1CC1